FC(C=1C=C2C(=CC1)NC(C21CCNCC1)=O)F 5-(difluoromethyl)-1,2-dihydrospiro[indole-3,4'-piperidin]-2-one